O=C1CC([C@@H]2[C@H](N1C(=O)OC(C)(C)C)CCC2)=O tert-butyl (4aS,7aR)-2,4-dioxooctahydro-1H-cyclopenta[b]pyridine-1-carboxylate